COC=1C=C2CCN(CC2=CC1NC=1N=NC(=C(N1)NC1=CC=CC=C1)C(=O)N)C ((6-methoxy-2-methyl-1,2,3,4-tetrahydroisoquinolin-7-yl)amino)-5-phenylamino-1,2,4-triazine-6-carboxamide